2-Chloro-3-(isopropylsulfinyl)-N-(5-methyl-1,3,4-oxadiazol-2-yl)-4-(methylsulfonyl)benzamide ClC1=C(C(=O)NC=2OC(=NN2)C)C=CC(=C1S(=O)C(C)C)S(=O)(=O)C